NC(C=C(C#N)C(=O)N1C[C@@H](CCC1)N1C(N(C=2C(=NC=CC21)N)C2=CC=C(C=C2)OC2=CC=CC=C2)=O)(C)C (R)-4-amino-2-(3-(4-amino-2-oxo-3-(4-phenoxyphenyl)-2,3-dihydro-1H-imidazo[4,5-c]pyridin-1-yl)piperidine-1-carbonyl)-4-methylpent-2-enenitrile